C(#N)N=S(=O)(NC(NC1=C2CCCC2=CC=2CCCC12)=O)\C=C\C1CC2C(CSC2)C1 (E)-N'-cyano-2-(hexahydro-1H-cyclopenta[c]thiophen-5-yl)-N-((1,2,3,5,6,7-hexahydro-s-indacen-4-yl)carbamoyl)ethene-1-sulfonimidamide